P(=O)(OOC1=CC=CC=C1)(OOCCCCCCCCCCCC)[O-].[Na+] sodium phenoxy dodecyloxy phosphate